[Cl-].C(C)(C)(C)OC(=O)N1CCC(=CC1)C=1C(=NC=CC1)C(C)(C)[O-].[Mg+2] Magnesium 2-(1'-(tert-butoxycarbonyl)-1',2',3',6'-tetrahydro-[3,4'-bipyridin]-2-yl)propan-2-olate chloride